O1CC(C1)N1N=C(C=C1)C=1C=CC=2N(C1)N=NC2C(=O)O 6-(1-(Oxetan-3-yl)-1H-pyrazol-3-yl)-[1,2,3]triazolo[1,5-a]pyridine-3-carboxylic acid